(3S)-3-(4-methylphenyl)isoxazolidine CC1=CC=C(C=C1)[C@H]1NOCC1